isopropyl 2-((5-amino-4-((2R,4S)-2-((dimethylamino)methyl)-4-fluoro pyrrolidin-1-yl)-2-methoxyphenyl)amino)-4-(5,6-difluoro-3,3-dimethylindolin-1-yl)pyrimidine-5-carboxylate NC=1C(=CC(=C(C1)NC1=NC=C(C(=N1)N1CC(C2=CC(=C(C=C12)F)F)(C)C)C(=O)OC(C)C)OC)N1[C@H](C[C@@H](C1)F)CN(C)C